6-imidazol-1-yl-N-[4-(2-methoxyethoxy)cyclohexyl]-3-(2-trimethylsilylethoxymethyl)benzimidazole-4-carboxamide N1(C=NC=C1)C=1C=C(C2=C(N=CN2COCC[Si](C)(C)C)C1)C(=O)NC1CCC(CC1)OCCOC